C(#N)C=1C=C(C=CC1)C1=CN(C2=NC=CC(=C21)OC2=C(C=C(C=C2F)NC(=O)N[C@H](C)C2COC2)F)COCC[Si](C)(C)C |r| (+/-)-N-(4-{[3-(3-cyanophenyl)-1-{[2-(trimethylsilyl)ethoxy]methyl}-1H-pyrrolo[2,3-b]pyridin-4-yl]oxy}-3,5-difluorophenyl)-N'-[(1R)-1-(oxetan-3-yl)ethyl]urea